(2R,3R,SR)-4-[[3-(3,4-difluoro-2-methoxy-phenyl)-5-(trifluoromethyl)tetrahydrofuran-2-carbonyl]amino]pyridine-2-carboxamide FC=1C(=C(C=CC1F)[C@@H]1[C@@H](O[C@@H](C1)C(F)(F)F)C(=O)NC1=CC(=NC=C1)C(=O)N)OC |&1:11|